C(C)OC1=CN=CC(=N1)C1=CC(=C(C=C1)CO)F (4-(6-ethoxypyrazin-2-yl)-2-fluorophenyl)methanol